2-methyloxan-4-amine CC1OCCC(C1)N